COC=1C=C(C=C(C1OC)SC)C(\C=C\C1=CC=C(C=C1)OC)=O (E)-1-(3,4-dimethoxy-5-(methylthio)phenyl)-3-(4-methoxyphenyl)prop-2-en-1-one